C(C)(C)(C)OC(=O)N1C2CC(CC1CC2)C=2N=NC(=CC2)N 3-(6-aminopyridazin-3-yl)-8-azabicyclo[3.2.1]octane-8-carboxylic acid tert-butyl ester